[5-[5-[(1R)-1-(3,5-dichloro-4-pyridinyl)ethoxy]-1-tetrahydropyran-2-yl-indazol-3-yl]-3-fluoro-2-pyridinyl]-N-isobutyl-3-methyl-azetidin-3-amine ClC=1C=NC=C(C1[C@@H](C)OC=1C=C2C(=NN(C2=CC1)C1OCCCC1)C=1C=C(C(=NC1)N1CC(C1)(NCC(C)C)C)F)Cl